S1N=CC2=C1C=CC(=C2)CCNC2=CC(=NC=N2)C2=CC(=CS2)OCC 5-[6-(2-Benzo[d]isothiazol-5-yl-ethylamino)-pyrimidin-4-yl]-3-ethoxy-thiophene